NC1=C(C=C(C(=C1)F)C1=NC=C(C2=C1C(=NO2)N)C=2C=NNC2)C(CC)=O 1-(2-amino-5-(3-amino-7-(1H-pyrazol-4-yl)isoxazolo[4,5-c]pyridin-4-yl)-4-fluorophenyl)propan-1-one